Oxadiazoleamine O1N=NC(=C1)N